2-({[5-(3-ethoxyphenyl)-1,3-oxazol-2-yl]methyl}sulfanyl)-6-methylpyrimidin C(C)OC=1C=C(C=CC1)C1=CN=C(O1)CSC1=NC(=CC=N1)C